2-Acryloyloxypropylphthalat C(C=C)(=O)OC(COC(C=1C(C(=O)[O-])=CC=CC1)=O)C